O[C@@H]1[C@H]([C@H](NC2=CC=C(C=C12)OC)C(=O)OCC)CCCCC (2S,3S,4R)-Ethyl 4-hydroxy-6-methoxy-3-pentyl-1,2,3,4-tetrahydroquinoline-2-carboxylate